5-ethyl-2-fluoro-4-(4-fluoro-3-(4,5,6,7-tetrahydro-1H-imidazo[4,5-c]pyridin-2-yl)-1H-indazol-6-yl)phenol C(C)C=1C(=CC(=C(C1)O)F)C1=CC(=C2C(=NNC2=C1)C=1NC2=C(CNCC2)N1)F